CC=1C(=NC(=NC1)NC1=CC=C(C=C1)N1CCN(CC1)C)NC1=CC(=C(C=C1)Cl)OC(C)C 5-Methyl-N4-[4-chloro-3-(1-methylethoxy)phenyl]-N2-[4-(4-methylpiperazin-1-yl)phenyl]pyrimidine-2,4-diamine